O=S1(CCN(CC1)C=O)=O (1,1-dioxo-1,4-thiazinan-4-yl)methanone